COC(=O)C1C2C=CC(C1C(=O)OC)C2 dimethyl-5-norbornene-2,3-dicarboxylate